(3S)-2,2,5,5-tetramethyl-N-[5-(3-methylcinnolin-6-yl)-1,3-thiazol-2-yl]oxolane-3-carboxamide CC1(OC(C[C@@H]1C(=O)NC=1SC(=CN1)C=1C=C2C=C(N=NC2=CC1)C)(C)C)C